(3-(triethoxysilyl) propyl) tetrasulfide C(C)O[Si](CCCSSSSCCC[Si](OCC)(OCC)OCC)(OCC)OCC